4-((7,7-difluoro-9-isopropyl-5-methyl-6-oxo-6,7,8,9-tetrahydro-5H-pyrimido[4,5-b][1,4]diazepin-2-yl)amino)-3-methoxy-N-(7-(piperidin-4-ylmethyl)-7-azaspiro[3.5]nonan-2-yl)benzamide FC1(C(N(C2=C(N(C1)C(C)C)N=C(N=C2)NC2=C(C=C(C(=O)NC1CC3(C1)CCN(CC3)CC3CCNCC3)C=C2)OC)C)=O)F